CC(C)(C)OC(=O)N1CC2C(CC(C2)OS(=O)(=O)C2=CC=C(C=C2)C)C1 4-methylbenzenesulfonic acid-2-{[(2-methylprop-2-yl)oxy]carbonyl}octahydropyrrolo[3,4-a][5]annulene-5-yl ester